(S)-2-((R)-1,2-dihydroxyethyl)pyrrolidine-1-carboxylic acid tert-butyl ester C(C)(C)(C)OC(=O)N1[C@@H](CCC1)[C@H](CO)O